4-((1s,4s)-4-((5-methoxypyridin-2-yl)oxy)cyclohexyl)thiazol-2-amine COC=1C=CC(=NC1)OC1CCC(CC1)C=1N=C(SC1)N